C(C1=CC=CC=C1)OC([C@H](CNC(=O)N[C@@H]1CCC2=CC=CC=C12)NC(=O)C=1C(=C2CCN(CC2=CC1Cl)C(=O)OC(C)(C)C)Cl)=O tert-butyl 6-((S)-1-(benzyloxy)-3-(3-((R)-2,3-dihydro-1H-inden-1-yl)ureido)-1-oxopropan-2-ylcarbamoyl)-5,7-dichloro-3,4-dihydroisoquinoline-2(1H)-carboxylate